(3-(2-(hydroxymethyl)-4-(2-isopropylphenoxy)phenyl)pyrrolidin-1-yl)(3-methylpyridin-2-yl)methanone OCC1=C(C=CC(=C1)OC1=C(C=CC=C1)C(C)C)C1CN(CC1)C(=O)C1=NC=CC=C1C